C(C)S(=O)(=O)O.FC([C@H]1N(C(SC1)=C=O)C=1N=C2N(CCOC3=C2C=CC(=C3)N[C@H](C(=O)N)C)C1)F (S)-2-((2-((R)-4-(difluoromethyl)-2-carbonylthiazolidine-3-yl)-5,6-dihydrobenzo[f]imidazo[1,2-d][1,4]oxazepin-9-yl)amino)propionamide ethanesulfonate